CN1C[C@@H](CCC1)C=1C2=C(C(NN1)=O)C=NC=C2 ((R)-1-methylpiperidin-3-yl)Pyrido[3,4-d]pyridazin-4(3H)-one